O=C1NN=CC=C1C(=O)O 3-oxo-2,3-dihydropyridazine-4-carboxylic acid